C1(CCC2=CC=CC=C12)=O 1-INDANON